FC=1C=C2C(C=CN3C2=C(C1N1CC2(C1)CCNCC2)OCC3C)=O 9-fluoro-3-methyl-10-(2,7-diazaspiro[3.5]nonan-2-yl)-2H-[1,4]oxazino[2,3,4-ij]quinolin-7(3H)-one